(Z)-1-(2-fluoro-4-(1-(4-(perfluoroethyl)phenyl)-1H-1,2,4-triazol-3-yl)phenyl)-3-(4-oxo-3-(quinolin-5-yl)thiazolidine-2-ylidene)urea FC1=C(C=CC(=C1)C1=NN(C=N1)C1=CC=C(C=C1)C(C(F)(F)F)(F)F)NC(=O)\N=C\1/SCC(N1C1=C2C=CC=NC2=CC=C1)=O